CN(C)CC1=CC=C(CNC2=C3C(N(C(=NC3=CC=C2)C)C2C(NC(CC2)=O)=O)=O)C=C1 3-(5-((4-((dimethylamino)methyl)benzyl)amino)-2-methyl-4-oxoquinazolin-3(4H)-yl)piperidine-2,6-dione